CS(=O)(=O)N1C=CC2=CC=CC(=C12)NC1=NC=NC=C1C#N 4-((1-(methylsulfonyl)indol-7-yl)amino)pyrimidine-5-carbonitrile